(3-(chloromethyl)-5-nitrophenyl)methanol ClCC=1C=C(C=C(C1)[N+](=O)[O-])CO